isopropyl 3-(5-acrylamido-2,4-dimethylphenyl)-2-(4-(4-methylpiperazin-1-yl)phenyl)-1H-pyrrolo[2,3-b]pyridine-5-carboxylate 2,2,2-trifluoroacetate FC(C(=O)O)(F)F.C(C=C)(=O)NC=1C(=CC(=C(C1)C1=C(NC2=NC=C(C=C21)C(=O)OC(C)C)C2=CC=C(C=C2)N2CCN(CC2)C)C)C